O=S1(CCN(CC1)C(=O)C=1C=NC2=CC=C(C=C2C1N1CCC2(OCCO2)CC1)F)=O (1,1-dioxidothiomorpholino)(6-fluoro-4-(1,4-dioxa-8-azaspiro[4.5]decan-8-yl)quinolin-3-yl)methanone